dodecanol diacrylate C(C=C)(=O)O.C(C=C)(=O)O.C(CCCCCCCCCCC)O